The molecule is a streptomycin bearing an additional hydroxy substituent at the 5'-position (on the furanose ring) It derives from a streptomycin. CN[C@H]1[C@@H]([C@H]([C@@H](O[C@H]1O[C@H]2[C@@H](O[C@H]([C@@]2(C=O)O)CO)O[C@@H]3[C@H]([C@@H]([C@H]([C@@H]([C@H]3O)O)N=C(N)N)O)N=C(N)N)CO)O)O